N[C@@H](C1=C(C=C(C(=C1)Cl)Cl)O)C1CCN(CC1)C(=O)C1=NC=C(N=C1)N 2-[(R)-amino[1-(5-aminopyrazine-2-carbonyl)piperidin-4-yl]methyl]-4,5-dichlorophenol